N-((4R,5S,7R,8R,9S,10R)-8,10-dihydroxy-7-(hydroxymethyl)-9-(4-(3,4,5-trifluorophenyl)-1H-1,2,3-triazol-1-yl)-1,6-dioxaspiro[4.5]decan-4-yl)quinoline-5-carboxamide O[C@H]1[C@H](O[C@@]2([C@@H](CCO2)NC(=O)C=2C=3C=CC=NC3C=CC2)[C@@H]([C@H]1N1N=NC(=C1)C1=CC(=C(C(=C1)F)F)F)O)CO